CC=1C=CC2=C(N(C(N=C2NC)=O)C2=CC=CC=C2)N1 7-Methyl-4-(methylamino)-1-phenylpyrido[2,3-d]pyrimidin-2(1H)-one